[N-]=[N+]=[N-].[N-]=[N+]=[N-].C(COCCOCCO)O Triethyleneglycol Bis-Azide